N1N=CC2=C(C=CC=C12)C1=NC(=NC(=N1)C=1SC(=CC1)CN1CCOCC1)N1CCOCC1 4-(4-(1H-indazol-4-yl)-6-(5-(morpholinomethyl)thiophen-2-yl)-1,3,5-triazin-2-yl)morpholine